N[C@H](C(=O)O)CC1=CC(=CC=C1)CN (S)-2-Amino-3-(3-(aminomethyl)phenyl)propanoic acid